iron-nickel phosphonate P([O-])([O-])=O.[Ni+2].[Fe+2].P([O-])([O-])=O